ClC=1C(=C(C=CC1F)[C@H](NC(=O)N1[C@@H](C(NCC1)=O)C)[C@@H]1C[C@H](C1)C1CC1)F (2R)-N-((R)-(3-chloro-2,4-difluorophenyl)(trans-3-cyclopropylcyclobutyl)-methyl)-2-methyl-3-oxopiperazine-1-carboxamide